C1(CCCC1)NC=1C2=C(N=C(N1)C(C(C)(C)C)=O)C=CC=N2 1-[4-(cyclopentylamino)pyrido[3,2-d]pyrimidin-2-yl]-2,2-dimethyl-propan-1-one